CNS(=O)(=O)C1=CC=C(C=C1)NC1=NC=C(C(=N1)N1N=CC(=C1)C=1CCN(CC1)C(=O)OC(C)(C)C)C(F)(F)F tert-butyl 4-(1-(2-((4-(N-methylsulfamoyl) phenyl) amino)-5-(trifluoromethyl) pyrimidin-4-yl)-1H-pyrazol-4-yl)-3,6-dihydropyridine-1(2H)-carboxylate